(2S)-1-(2,5-dimethylphenyl)-2-methyl-piperazine CC1=C(C=C(C=C1)C)N1[C@H](CNCC1)C